C(C)(C)(C)OC(=O)N1CCC(CC1)CCCN1CCNCC1 4-(3-(piperazin-1-yl)propyl)piperidine-1-carboxylic acid tertiary Butyl ester